COC1=CC=C(C=C1)C(CN1C([C@@H]2N(CCNC2)CC1)=O)C (9aR)-8-(2-(4-Methoxyphenyl)propyl)-9-oxooctahydro-2H-pyrazino[1,2-a]pyrazin